FC1(OC2=C(O1)C=CC(=C2)CN2CCC1(CC2)COC2=C3CN(C(C3=CC=C21)=O)C2C(NC(CC2)=O)=O)F 3-(1'-((2,2-difluorobenzo[d][1,3]dioxol-5-yl)methyl)-6-oxo-6,8-dihydro-2H,7H-spiro[furo[2,3-e]isoindole-3,4'-piperidin]-7-yl)piperidine-2,6-dione